FC1=C(C=CC=C1)C1=C2N=C(C(=NC2=CC=C1)C(=O)N)CC=1SC(=CC1)C1=CC(=C(C=C1)OCCC)C (2-fluorophenyl)-((5-(3-methyl-4-propoxyphenyl)thiophen-2-yl)methyl)quinoxaline-2-carboxamide